(E)-2-ethoxy-4-methoxy-6-styrylbenzoic acid methyl ester COC(C1=C(C=C(C=C1\C=C\C1=CC=CC=C1)OC)OCC)=O